OC=1C=C(/C=C/N2C(=CC(C=C2C)=O)C)C=CC1OC (E)-1-(3-hydroxy-4-methoxystyryl)-2,6-dimethylpyridin-4(1H)-one